N-(2-(2,6-dioxopiperidin-3-yl)-1,3-dioxoisoquinolin-4-yl)acetamide O=C1NC(CCC1N1C(C2=CC=CC=C2C(C1=O)NC(C)=O)=O)=O